S-(2-(3-(2-fluorophenyl)-5-hydroxy-1H-pyrazol-1-yl)ethyl) ethanethioate C(C)(SCCN1N=C(C=C1O)C1=C(C=CC=C1)F)=O